S1C=C(C=C1)C1(CC1)CO 1-(thiophen-3-yl)cyclopropanemethanol